4-((4H-chromeno[4,3-c]isoxazol-6-yl)amino)-6-((5-fluoropyridin-2-yl)amino)-N-methylpyridazine-3-carboxamide N=1OC=C2C1C=1C=CC=C(C1OC2)NC2=C(N=NC(=C2)NC2=NC=C(C=C2)F)C(=O)NC